2-(5-(cyclopropylmethyl)-3-(4-fluoro-3-((3-fluorobenzyl)oxy)phenyl)-4-(3-fluoro-4-sulfamoylbenzyl)-1H-pyrazol-1-yl)thiazole-4-carboxylic acid C1(CC1)CC1=C(C(=NN1C=1SC=C(N1)C(=O)O)C1=CC(=C(C=C1)F)OCC1=CC(=CC=C1)F)CC1=CC(=C(C=C1)S(N)(=O)=O)F